D-erythrulose 4-phosphate P(=O)(O)(O)OC[C@H](C(CO)=O)O